5-((1-aminocyclobutyl)methyl)-6-bromo-2-chloropyridin-3-ol NC1(CCC1)CC=1C=C(C(=NC1Br)Cl)O